C1(CC1)C(C(=O)NCC1=C2C(=NC=3C=C4C(=C(C13)F)OCO4)C4=CC1=C(C(N4C2)=O)COC([C@]1(O)CC)=O)O 2-cyclopropyl-N-(((S)-7-ethyl-15-fluoro-7-hydroxy-8,11-dioxo-7,8,11,13-tetrahydro-10H-[1,3]dioxolo[4,5-g]pyrano[3',4':6,7]indolizino[1,2-b]quinolin-14-yl)methyl)-2-hydroxyacetamide